C(C)(=O)C1=CC=C(S1)C=1C=CC=2C(N(C(C3=CC=CC1C23)=O)CCO)=O 6-(5-acetylthiophene-2-yl)-2-(2-hydroxyethyl)-1H-benzo[DE]Isoquinoline-1,3(2H)-dione